CN(C1=CC2=C(N(C(=N2)C=2C(=NON2)N)CC=2C=NC=CC2)C=C1)C 4-[5-(dimethylamino)-1-(pyridin-3-ylmethyl)benzimidazol-2-yl]-1,2,5-oxadiazol-3-amine